C1(=CC=CC=C1)/C=C/OB(O)O E-phenyl-vinyl-boric acid